[Cl-].C(CCCCCCCCCCCCCCCCCCCCCCCCCCCCCCC)[NH2+]C dotriacontanyl-methylammonium chloride